ClC1=NC=C(C=N1)CC1CCN(CC1)C(=O)OC(C)(C)C tert-butyl 4-[(2-chloropyrimidin-5-yl)methyl]piperidine-1-carboxylate